CNC=1N=C(C(=NC1C1=CC=CC=2N(C=NC21)C)C(=O)OC)NC2=CC=C(C=C2)N2CCOCC2 methyl 5-(methylamino)-6-(1-methylbenzimidazol-4-yl)-3-(4-morpholinoanilino)pyrazine-2-carboxylate